BrC1=CC=C(C=C1)C(CN(C(OC(C)(C)C)=O)CCO)S(=O)(=O)C1=CC=C(C=C1)F tert-butyl (2-(4-bromophenyl)-2-((4-fluorophenyl)sulfonyl)ethyl)(2-hydroxyethyl)carbamate